4-chloro-3-hydroxy-5-nitrobenzonitrile ClC1=C(C=C(C#N)C=C1[N+](=O)[O-])O